1,3-bis(3,4-dicarboxyphenyl)hexafluoropropane C(=O)(O)C=1C=C(C=CC1C(=O)O)C(C(C(C1=CC(=C(C=C1)C(=O)O)C(=O)O)(F)F)(F)F)(F)F